2-(cyclopropylmethyl)-N-(5-{[(1S,2S)-2-hydroxycyclohexyl]carbamoyl}-2-methylphenyl)-1,3-thiazole C1(CC1)CC1SC=CN1C1=C(C=CC(=C1)C(N[C@@H]1[C@H](CCCC1)O)=O)C